FC1=CC(=C(OC=2N=NC(=CC2C(=O)NC=2C=[N+](C=CC2)[O-])C(F)(F)F)C=C1)C 3-(3-(4-Fluoro-2-methylphenoxy)-6-(trifluoromethyl)pyridazine-4-carboxamido)pyridine 1-oxide